BrC=1C=CC(=C(OCCNC(O)=O)C1)C=O 2-(5-bromo-2-formylphenoxy)ethyl-carbamic acid